CC1=CC=2C(C3=CC=C(C=C3NC2C=C1)OC(F)(F)F)(C)C 2,9,9-Trimethyl-6-(trifluoromethoxy)-9,10-dihydroacridine